(1R,3r,5S)-8-methyl-8-azabicyclo[3.2.1]octan-3-yl 3-cyclopropyl-2-(hydroxymethyl)-2-phenylpropanoate C1(CC1)CC(C(=O)OC1C[C@H]2CC[C@@H](C1)N2C)(C2=CC=CC=C2)CO